methyl-3-(2-ethoxyvinyl)-5-fluoroisonicotinic acid CC=1C(=C(C(=O)O)C(=CN1)F)C=COCC